O=C1C(=CC(C2=CC=CC=C12)=O)C1(CCCCC1)C=O 1-(1,4-dioxo-1,4-dihydronaphthalen-2-yl)cyclohexane-1-carboxaldehyde